4-Amino-1-(8-chloroisoquinolin-5-yl)-2-oxo-7-(trifluoromethyl)-1,2-dihydro-1,8-naphthyridine-3-carboxylic acid methyl ester COC(=O)C=1C(N(C2=NC(=CC=C2C1N)C(F)(F)F)C1=C2C=CN=CC2=C(C=C1)Cl)=O